C(C)(C)(C)OC(=O)N1C[C@H]2N(C[C@@H]1CC1=CC=C(C=C1)Cl)C[C@H](C2)S(=O)(=O)C.C(C2CO2)OC[Si](OCC)(OCC)C glycidoxymethyl-methyl-diethoxysilane tert-butyl-(3S,7S,8aS)-3-(4-chlorobenzyl)-7-(methylsulfonyl)hexahydropyrrolo[1,2-a]pyrazine-2(1H)-carboxylate